CC(C(CCCCC)C)C=1C=C(C2=C(OC(C3=C2C(CCC3)C)(C)C)C1)O 7,8,9,10-Tetrahydro-3-(1,2-dimethylheptyl)-6,6,10-trimethyl-6H-dibenzo(b,d)pyran-1-ol